Cl.NC1CCN(CC1)C1=CC(=C(C(=N1)C1=CC(=C(C=C1)C#N)C)C1=CC(=C(C=C1)OC)O)OCCCCCCC(=O)NO 7-((6-(4-Aminopiperidin-1-yl)-2-(4-cyano-3-methylphenyl)-3-(3-hydroxy-4-methoxyphenyl)pyridin-4-yl)oxy)-N-hydroxyheptanamide hydrochloride